N[C@@H]1C2=CC=CC=C2CC12CCN(CC2)C=2SC1=C(N2)SC(=N1)NC1=C(C(=CC=C1)Cl)Cl (S)-5-(1-amino-1,3-dihydro-spiro[indene-2,4'-piperidin]-1'-yl)-N-(2,3-dichlorophenyl)thiazolo[5,4-d]thiazol-2-amine